2-((2-(2-phenylpyrrolidin-1-yl)ethyl)thio)-1,4-dihydroquinazoline C1(=CC=CC=C1)C1N(CCC1)CCSC=1NC2=CC=CC=C2CN1